2-[2,5-dimethyl-4-(1-tetrahydropyran-2-yl-3-vinyl-pyrazolo[3,4-c]pyridin-5-yl)pyrazol-3-yl]oxy-N-ethyl-propan-1-amine CN1N=C(C(=C1OC(CNCC)C)C=1C=C2C(=CN1)N(N=C2C=C)C2OCCCC2)C